(S)-6-methyl-N3-(3-methyloxetan-3-yl)-N5-(3,4,5-trifluorophenyl)-6,7-dihydropyrazolo[1,5-a]Pyrazine-3,5(4H)-dicarboxamide C[C@@H]1N(CC=2N(C1)N=CC2C(=O)NC2(COC2)C)C(=O)NC2=CC(=C(C(=C2)F)F)F